2-benzylamino-4-(4-tert-butylaminopiperidin-1-yl)quinoline hydrochloride salt Cl.C(C1=CC=CC=C1)NC1=NC2=CC=CC=C2C(=C1)N1CCC(CC1)NC(C)(C)C